[N+](=O)([O-])C1=CC=C(OCC2OC2)C=C1 2-[(4-nitrophenoxy)methyl]oxirane